C(C)O[Si](OCC)(OCC)C(CCCCCCCCCCC)[Si](C1=CC=CC=C1)(C)C (triethoxysilyl)(dimethylphenylsilyl)dodecane